COC(=O)C1NC(CC1C)C 3,5-dimethyl-2-pyrrolidinecarboxylic acid methyl ester